(S)-3-(2-amino-1-methyl-1H-benzo[d]imidazol-4-yl)-6-((3-amino-2-hydroxypropyl)sulfonyl)-2-(2H-tetrazol-5-yl)benzenesulfonamide NC1=NC2=C(N1C)C=CC=C2C=2C(=C(C(=CC2)S(=O)(=O)C[C@H](CN)O)S(=O)(=O)N)C=2N=NNN2